(S)-2-((4-(6-(6-cyano-3,4-dihydroisoquinolin-2(1H)-yl)pyridin-2-yl)piperazin-1-yl)methyl)-1-(oxetan-2-ylmethyl)-1H-benzo[d]imidazole-6-carboxylic acid C(#N)C=1C=C2CCN(CC2=CC1)C1=CC=CC(=N1)N1CCN(CC1)CC1=NC2=C(N1C[C@H]1OCC1)C=C(C=C2)C(=O)O